CC1=CC=C(C=C1)S(=O)(=O)OC1=CC=C(C=C1)NC(=O)NC1=CC=C(C=C1)OS(=O)(=O)C1=CC2=CC=CC=C2C=C1 N-[4-(p-toluenesulfonyloxy)phenyl]-N'-[4-(2-naphthalenesulfonyloxy)phenyl]urea